(8-fluoro-4-hydroxyisochroman-1-yl)-methyl-(methyl)carbamic acid tert-butyl ester C(C)(C)(C)OC(N(C)CC1OCC(C2=CC=CC(=C12)F)O)=O